1-{6-[(E)-2-[5-(trifluoromethyl)-1,2-oxazol-3-yl]ethenyl]-2-azaspiro[3.3]heptan-2-yl}prop-2-en-1-one FC(C1=CC(=NO1)/C=C/C1CC2(CN(C2)C(C=C)=O)C1)(F)F